4-chloro-3-fluoro-1H-indole-2-carboxylic acid ClC1=C2C(=C(NC2=CC=C1)C(=O)O)F